FC1=C(C=CC2=C1C(=C(O2)C)C(=O)O)OCC=2C(=NC=CC2)OC 4-fluoro-5-((2-methoxypyridin-3-yl)methoxy)-2-methylbenzofuran-3-carboxylic acid